2-(2-chlorophenyl)-N-[6-(4-cyano-1H-pyrazol-1-yl)-5-sulfamoylpyridin-3-yl]acetamide ClC1=C(C=CC=C1)CC(=O)NC=1C=NC(=C(C1)S(N)(=O)=O)N1N=CC(=C1)C#N